ClC1=C(C=CC=C1Cl)N1CCN(CC1)CC=1C=C2CN(C(C2=CC1)=O)C1C(NC(CC1)=O)=O 3-(5-((4-(2,3-dichlorophenyl)piperazin-1-yl)methyl)-1-oxoisoindolin-2-yl)piperidine-2,6-dione